1-(2-Trimethylsilylethoxymethyl)-1,2,4-triazole-3-sulfinic acid ammonium salt [NH4+].C[Si](CCOCN1N=C(N=C1)S(=O)[O-])(C)C